FC(CN1C(=NC2=C1C=C(C=C2)C=2C=CN1N=C(N=C(C12)OC)N[C@H]1[C@@H](CN(CC1)C1COC1)F)C)F 5-(1-(2,2-difluoroethyl)-2-methyl-1H-benzo[d]imidazol-6-yl)-N-((3R,4R)-3-fluoro-1-(oxetan-3-yl)piperidin-4-yl)-4-methoxypyrrolo[2,1-f][1,2,4]triazin-2-amine